2-(furan-2-yl)-N5-(4-((2-(2,2,2-trifluoroethoxy)ethyl)amino)phenethyl)-[1,2,4]triazolo[1,5-a][1,3,5]triazine-5,7-diamine O1C(=CC=C1)C1=NN2C(N=C(N=C2N)NCCC2=CC=C(C=C2)NCCOCC(F)(F)F)=N1